BrC1=C(C=C(C(=O)N2CC=3N(CC2)C(N(C3C(=O)NCC=3C=C(C(=O)OC)C=CC3)C3=CC=C(C=C3)OC)=O)C=C1)Cl methyl 3-[[[7-(4-bromo-3-chloro-benzoyl)-2-(4-methoxyphenyl)-3-oxo-6,8-dihydro-5H-imidazo[1,5-a]pyrazine-1-carbonyl] amino] methyl]benzoate